NN1C(=C(C(C=C1)=O)OCC1=CC=CC=C1)C(=O)NC(C)C 1-amino-3-(benzyloxy)-N-isopropyl-4-oxo-1,4-dihydropyridine-2-carboxamide